8-(4-Chloro-3-fluoro-2-methylphenyl)-9-(4-((1-(3,3,3-trifluoropropyl)azetidin-3-yliden)methyl)phenyl)-6,7-dihydro-5H-benzo[7]annulen ClC1=C(C(=C(C=C1)C=1CCCC2=C(C1C1=CC=C(C=C1)C=C1CN(C1)CCC(F)(F)F)C=CC=C2)C)F